3-[4-[2-[4-[(3R,5R)-5-[(5-bromo-1-methyl-6-oxo-pyridazin-4-yl)amino]-1-methyl-3-piperidyl]benzoyl]-2,7-diazaspiro[3.5]nonan-7-yl]phenyl]piperidine-2,6-dione BrC1=C(C=NN(C1=O)C)N[C@@H]1C[C@@H](CN(C1)C)C1=CC=C(C(=O)N2CC3(C2)CCN(CC3)C3=CC=C(C=C3)C3C(NC(CC3)=O)=O)C=C1